C1(CCCCC1)NC(=O)NC1=CC=C(C=C1)[As]=O 1-cyclohexyl-3-(4-(oxoarsanyl)phenyl)urea